2,6-dimethyl-bromobenzene CC1=C(C(=CC=C1)C)Br